2,3-dibromo-6-[1-fluoro-2-(2-methoxyethoxy)ethyl]pyridine tert-butyl-4-(4-chloro-3-(trifluoromethyl)phenyl)piperazine-1-carboxylate C(C)(C)(C)OC(=O)N1CCN(CC1)C1=CC(=C(C=C1)Cl)C(F)(F)F.BrC1=NC(=CC=C1Br)C(COCCOC)F